O[C@H](CCCCCC=CC=CC=CC=CC(=O)O)CCCCC 15-(s)-hydroxyeicosatetraenoic acid